C1(=CC=CC2=CC3=CC=CC=C3C=C12)S(=O)(=O)O.[Cs] cesium anthracenesulfonic acid